Tert-Butyl N-[4-[4-[[1-(4-formylphenyl)-3-(methylcarbamoyl)pyrazol-4-yl]carbamoyl]oxazol-2-yl]-2-pyridyl]-N-(2,2,2-trifluoroethyl)carbamate C(=O)C1=CC=C(C=C1)N1N=C(C(=C1)NC(=O)C=1N=C(OC1)C1=CC(=NC=C1)N(C(OC(C)(C)C)=O)CC(F)(F)F)C(NC)=O